1-(7-(8-ethynyl-7-fluoro-3-hydroxynaphthalene-1-yl)-8-fluoro-2-(((2R,7aS)-2-Fluorotetrahydro-1H-pyrrolizin-7a(5H)-yl)methoxy)-5-methylpyrido[4,3-d]pyrimidin-4-yl)azetidine C(#C)C=1C(=CC=C2C=C(C=C(C12)C1=C(C=2N=C(N=C(C2C(=N1)C)N1CCC1)OC[C@]12CCCN2C[C@@H](C1)F)F)O)F